C(C)(C)(C)OC(=O)N[C@H](CC(C(=O)OC(C)(C)C)C)CC1=CC=C(C=C1)O (4R)-tert-Butyl 4-((tert-butoxycarbonyl)amino)-5-(4-hydroxyphenyl)-2-methylpentanoate